2-{3-[3-methyl-1-(oxan-2-yl)-1H-pyrazol-5-yl]-5-[(3R)-3-methylmorpholin-4-yl]-[1,2]thiazolo[4,5-b]pyridin-7-yl}propan-2-amine CC1=NN(C(=C1)C1=NSC=2C1=NC(=CC2C(C)(C)N)N2[C@@H](COCC2)C)C2OCCCC2